ClC=1C=C(C=C(C1)Cl)NC(=O)C1(OCCC1)C(=O)N[C@H](CC(=O)[O-])C (3S)-3-[[2-[(3,5-dichlorophenyl)carbamoyl]tetrahydrofuran-2-carbonyl]amino]butanoate